6-(2-amino-5-(3-((dimethylamino)methyl)-4-(piperidin-4-yloxy)phenyl)-6-fluoropyridin-3-yl)-3,4-dihydroisoquinolin-1(2H)-one NC1=NC(=C(C=C1C=1C=C2CCNC(C2=CC1)=O)C1=CC(=C(C=C1)OC1CCNCC1)CN(C)C)F